ethyl-1-cyclopentyl-5-(thiazol-4-yl)-1H-pyrazole C(C)C1=NN(C(=C1)C=1N=CSC1)C1CCCC1